trimethanoanthracene C12=C(C3=C(C=4C5=C6C(=CC=CC6=CC14)C5)C3)C2